2-Methylpropyl 7-[(5-methoxypyridin-2-yl)methoxy]-1,2,3,4-tetrahydroisoquinoline-2-carboxylate COC=1C=CC(=NC1)COC1=CC=C2CCN(CC2=C1)C(=O)OCC(C)C